3-amino-4-(7-fluoro-1H-indazol-4-yl)-6-(4-methylpiperazin-1-yl)-1H-1,10-phenanthrolin-2-one NC=1C(NC2=C3N=CC=CC3=C(C=C2C1C1=C2C=NNC2=C(C=C1)F)N1CCN(CC1)C)=O